NC1=C(C=C2C=C(C=NC2=N1)C(=O)N(CC=1N=NC(=CC1)OC)[C@H](C)C1=NC=CC=C1F)Br 7-amino-6-bromo-N-((1R)-1-(3-fluoro-2-pyridinyl)ethyl)-N-((6-methoxy-3-pyridazinyl)methyl)-1,8-naphthyridine-3-carboxamide